The molecule is a lignan that consists of buta-1,3-diene substituted by 4-hydroxybenzyl groups at positions 2 and 3. It is isolated from the ground stems of Anogeissus acuminata and exhibits anti-HIV activity by inhibiting HIV-1 reverse transcriptase enzyme. It has a role as a metabolite and a HIV-1 reverse transcriptase inhibitor. It is a lignan and a member of phenols. C=C(CC1=CC=C(C=C1)O)C(=C)CC2=CC=C(C=C2)O